(S)-N-(1-(4-amino-3-(4-((5-fluoro-2-methoxybenzamido)methyl)phenyl)-1H-pyrazolo[3,4-d]pyrimidin-1-yl)-3-methylbutan-2-yl)-N-methyl-1H-1,2,4-triazole-1-carboxamide NC1=C2C(=NC=N1)N(N=C2C2=CC=C(C=C2)CNC(C2=C(C=CC(=C2)F)OC)=O)C[C@H](C(C)C)N(C(=O)N2N=CN=C2)C